ClC1=C(C=2C3=C(N(C2C=C1)C1=CC=C(C=C1)F)C(COC31CC(C1)(C(=O)O)C)(C)C)O (1S,3S)-8'-Chloro-5'-(4-fluorophenyl)-9'-hydroxy-3,4',4'-trimethyl-4',5'-dihydro-3'H-spiro[cyclobutane-1,1'-pyrano[4,3-b]indole]-3-carboxylic acid